Hydroxy-3'-nitroacetophenone OCC(=O)C1=CC(=CC=C1)[N+](=O)[O-]